3-hydroxy-2-cyclobutylacetic acid Benzyl ester C(C1=CC=CC=C1)OC(CC1CC(C1)O)=O